nicotine sulfate sulfate S(=O)(=O)(O)O.S(=O)(=O)(O)O.N1=CC=CC(=C1)C1N(C)CCC1